4-hydroxy-N-methylbutanamide OCCCC(=O)NC